O(C(C)C)[Al](OC1=C(C=CC=C1C(C)(C)C)C(C)(C)C)OC1=C(C=CC=C1C(C)(C)C)C(C)(C)C isopropoxylbis(2,6-di-t-butylphenoxy)aluminum